3-amino-N-{[2-(trifluoromethyl)phenyl]methyl}-1H-pyrazole-4-carboxamide NC1=NNC=C1C(=O)NCC1=C(C=CC=C1)C(F)(F)F